3-((2S)-3-(8-(6-chloroimidazo[2,1-b]thiazol-5-ylsulfonyl)-1-oxa-8-azaspiro[4.5]decan-3-ylamino)-2-hydroxypropoxy)-N-methylbenzenesulfonamide ClC=1N=C2SC=CN2C1S(=O)(=O)N1CCC2(CC(CO2)NC[C@@H](COC=2C=C(C=CC2)S(=O)(=O)NC)O)CC1